3-((2-methoxyethyl)(phenyl)amino)-1-phenylpropan-1-one COCCN(CCC(=O)C1=CC=CC=C1)C1=CC=CC=C1